C(C)NC1=NC=CC(=C1)C1=NOC(=C1)[C@@H](C)NC(C1=CC=CC=C1)=O (R)-N-(1-(3-(2-(ethylamino)pyridin-4-yl)isoxazol-5-yl)ethyl)benzamide